3-(methoxymethyl)chlorobenzene COCC=1C=C(C=CC1)Cl